methyl 6-(4-((4-(tert-butoxycarbonyl)piperazin-1-yl)methyl)piperidin-1-yl)pyridazine-3-carboxylate C(C)(C)(C)OC(=O)N1CCN(CC1)CC1CCN(CC1)C1=CC=C(N=N1)C(=O)OC